N1N=NC2=C1C=CC=C2C(=O)O 1H-benzotriazoleformic acid